N-(8-fluoro-2-methylimidazo[1,2-a]pyridin-6-yl)-5-(3-(morpholin-3-yl)azetidin-1-yl)pyrazine-2-carboxamide FC=1C=2N(C=C(C1)NC(=O)C1=NC=C(N=C1)N1CC(C1)C1NCCOC1)C=C(N2)C